NC=1C(=CC2=C(OC(CN2C2COCC2)C)C1)C(=O)[O-] 7-amino-2-methyl-4-(tetrahydrofuran-3-yl)-3,4-dihydro-2H-benzo[b][1,4]oxazine-6-carboxylate